C(C)(C)(C)OC(=O)N1C[C@H](OC2=C([C@@H]1C)N=C(C=C2)Cl)C (2r,5s)-7-chloro-2,5-dimethyl-2,3-dihydropyrido[2,3-f][1,4]oxazepine-4(5H)-carboxylic acid tert-butyl ester